3-[(2E)-3-(4-methoxyphenyl)prop-2-enoyl]-4-phenyl-1,2-dihydropyridin-2-one COC1=CC=C(C=C1)/C=C/C(=O)C=1C(NC=CC1C1=CC=CC=C1)=O